6-Phenyl-5H-Quinazolino[3,2-a]quinazolin-5,12(6H)-dion C1(=CC=CC=C1)N1C=2N(C=3C=CC=CC3C1=O)C(C=1C=CC=CC1N2)=O